(1-ethyl-1H-pyrazol-3-yl)cyclohexan-1-one C(C)N1N=C(C=C1)C1C(CCCC1)=O